1-methyl-7-(phenylthio)-4H,6H-benzo[e][1,2,4]triazolo[3,4-c][1,4]oxazepine CC1=NN=C2COCC3=C(N21)C=CC=C3SC3=CC=CC=C3